(R)-3-(1-isopropyl-3-(trifluoromethyl)-1H-pyrazol-5-yl)-2-methylpropanoic acid ethyl ester C(C)OC([C@@H](CC1=CC(=NN1C(C)C)C(F)(F)F)C)=O